C(C)N(S(=O)(=O)C=1C=NC=C(C1)F)[C@@H](C(F)(F)F)C1=CC=C(C=C1)F (R)-N-ethyl-5-fluoro-N-(2,2,2-trifluoro-1-(4-fluorophenyl)ethyl)pyridine-3-sulfonamide